3-(4-bromo-1H-pyrazol-1-yl)bicyclo[1.1.1]pentane-1-carbaldehyde BrC=1C=NN(C1)C12CC(C1)(C2)C=O